(R)-(+)-2-benzyloxypropionic acid C[C@H](C(=O)O)OCC1=CC=CC=C1